2,4,6-Triiodo-3-(2-(2-Methoxyethoxy)Ethoxy)BenzAldehyde IC1=C(C=O)C(=CC(=C1OCCOCCOC)I)I